trinitroethyleneglycol monomethyl ether COC(C([N+](=O)[O-])O)([N+](=O)[O-])[N+](=O)[O-]